C(#N)C1=C(OC=2C(=C3C(N(C=NC3=CC2)C2CCC3(C2)CCN(CC3)C(=O)OC(C)(C)C)=O)C)C(=CC=C1F)F tert-butyl 3-[6-(2-cyano-3,6-difluoro-phenoxy)-5-methyl-4-oxo-quinazolin-3-yl]-8-azaspiro[4.5]decane-8-carboxylate